2-hydroxy-4-acryloxyethoxybenzophenone OC1=C(C(=O)C2=CC=CC=C2)C=CC(=C1)OCCOC(C=C)=O